3-(naphthalene-1-yl)-N-(p-tolyl)-5,6,7,8-tetrahydroimidazo[1,5-a]Pyrazine-1-carboxamide C1(=CC=CC2=CC=CC=C12)C1=NC(=C2N1CCNC2)C(=O)NC2=CC=C(C=C2)C